FC(C1=NN=C(S1)C1=NC=C2N1C=C(C=C2N2CCN(CC2)C(C(C)C)=O)S(=O)(=O)NC2(COC2)C(F)F)F 3-(5-(difluoromethyl)-1,3,4-thiadiazol-2-yl)-N-(3-(difluoromethyl)oxetan-3-yl)-8-(4-isobutyrylpiperazin-1-yl)imidazo[1,5-a]pyridine-6-sulfonamide